N-[6-(2-fluoro-5-methylphenyl)-2H,3H,4H-pyrido[3,2-b][1,4]-oxazin-8-yl]pyridin-4-amine FC1=C(C=C(C=C1)C)C=1C=C(C=2OCCNC2N1)NC1=CC=NC=C1